FC(C1=CC=C(C=C1)C1=CC2(CC(C2)N)C1)(F)F 6-[4-(trifluoromethyl)phenyl]spiro[3.3]hept-5-en-2-amine